CCC(CCCCCCCCC(CCCC)O)O hexadecane-3,12-diol